CC1=C(C=2C(=N[C@@H](C=3N(C2S1)C(=NN3)C)CC(=O)OC(C)(C)C)C3=CC=C(C=C3)C#CCNC)C tert-butyl (R)-2-(2,3,9-trimethyl-4-(4-(3-(methylamino)prop-1-yn-1-yl)phenyl)-6H-thieno[3,2-f][1,2,4]triazolo[4,3-a][1,4]diazepin-6-yl)acetate